FC1=C(C=CC=C1C(F)(F)F)[C@@H](C)NC(=O)C=1C=2N(C=C(C1)C(=O)N1CCOCC1)C[C@H](N2)C (R)-N-((R)-1-(2-fluoro-3-(trifluoromethyl)phenyl)ethyl)-2-methyl-6-(morpholine-4-carbonyl)-2,3-dihydroimidazo[1,2-a]pyridine-8-carboxamide